BrC1=CC2=CN(N=C2C=C1OC)[C@@H]1[C@H](CC2(OCCO2)CC1)C 5-Bromo-6-methoxy-2-((7S,8S)-7-methyl-1,4-dioxaspiro[4.5]decan-8-yl)-2H-indazole